[Zn].C(CCC)C(CCCCCCC)SP(O)(O)=S Butyl-octyl-dithiophosphoric acid zinc